C(#N)C1=CC=C(C2=CC=CC=C12)COC1=CC=CC(=N1)C1CCN(CC1)CC1=NC2=C(N1CCOC)C=C(C=C2)C(=O)OC Methyl 2-((4-(6-((4-cyanonaphthalen-1-yl)methoxy)pyridin-2-yl)piperidin-1-yl)methyl)-1-(2-methoxyethyl)-1H-benzo[d]imidazole-6-carboxylate